OCCOC=1C=CC=[N+](C1)[O-] 5-(2-hydroxyethoxy)pyridine 1-oxide